5-(sec-butyl)-7H-pyrrolo[2,3-d]pyrimidin-4-amine C(C)(CC)C1=CNC=2N=CN=C(C21)N